4-amino-N-(2-(dimethylamino)ethyl)-2-methylbenzamide NC1=CC(=C(C(=O)NCCN(C)C)C=C1)C